N1(N=CC=C1)CC1=CC2=C(C(=NO2)NS(=O)(=O)C2=C(C=CC=C2OC)OC)C2=C1OCO2 N-(4-((1H-pyrazol-1-yl)methyl)-[1,3]dioxolo[4',5':5,6]benzo[1,2-d]isoxazol-8-yl)-2,6-dimethoxybenzenesulfonamide